C(C)(C)(C)C=1C=CC(=NC1)C=O 5-(tert-butyl)picolinaldehyde